O[C@]1(CC[C@@]2([C@H]3CC[C@@]4([C@H](CC[C@H]4[C@@H]3CC[C@@H]2C1)[C@@H](CCC(=O)O)C)C)C)\C=C\C1=CC=C(C=C1)C(F)(F)F (R)-4-((3S,5R,8R,9S,10S,13R,14S,17R)-3-hydroxy-10,13-dimethyl-3-((E)-4-(trifluoromethyl)styryl)hexadecahydro-1H-cyclopenta[a]phenanthren-17-yl)pentanoic acid